2-chloro-6-methylsulfanyl-pyrimidine-4-carboxylate ClC1=NC(=CC(=N1)C(=O)[O-])SC